ClC1=CC=CC=2N1N=C(C2)[C@@H]2N(CCC1=C2N=CN1)C(=O)C=1OC(=NN1)C(C)(C)F (R)-(4-(7-chloropyrazolo[1,5-a]pyridin-2-yl)-6,7-dihydro-1H-imidazo[4,5-c]pyridin-5(4H)-yl)(5-(2-fluoropropan-2-yl)-1,3,4-oxadiazol-2-yl)methanone